ClC1=C(C=NC2=CC(=C(C=C12)OC)OCCCOC)C#N 4-chloro-6-methoxy-7-(3-methoxypropoxy)quinoline-3-carbonitrile